BrCC=1C=C(C(=O)OC)C=CC1OC methyl 3-(bromo-methyl)-4-methoxybenzoate